2-(2,6-dichloro-phenyl)-6-[5-(5-methyl-pyridin-3-yl)-[1,3,4]oxadiazol-2-yl]-1H-benzimidazole ClC1=C(C(=CC=C1)Cl)C1=NC2=C(N1)C=C(C=C2)C=2OC(=NN2)C=2C=NC=C(C2)C